ClC=1C(=CC(=C(C(=O)NS(=O)(=O)N2CCC(CC2)OC2CN(C2)C)C1)F)OCC1CCCC1 5-chloro-4-(cyclopentylmethoxy)-2-fluoro-N-((4-((1-methylazetidin-3-yl)oxy)piperidin-1-yl)sulfonyl)benzamide